C(C)(=S)OC1CCC(CCC1)NC(=O)OC(C)(C)C (4-((tert-butoxycarbonyl) amino) cycloheptyl) thioacetate